Tert-butyl 3-(aminomethyl)-3-hydroxyazetidine-1-carboxylate NCC1(CN(C1)C(=O)OC(C)(C)C)O